C(C)C1=C(C=NC(=C1)C)C1=C2C=C(NC2=C(C(=C1)C1=CCCN(C1)C(CCN1N=CC=C1)=O)F)C(=O)O 4-(4-Ethyl-6-methyl-3-pyridyl)-7-fluoro-6-[1-(3-pyrazol-1-ylpropanoyl)-3,6-dihydro-2H-pyridin-5-yl]-1H-indole-2-carboxylic acid